N1C(CCC1)O pyrrolidin-2-ol